methyl (E)-3-(3-(N-((4'-(dimethylamino)-[1,1'-biphenyl]-4-yl)methyl-d)cyclohexanecarboxamido)-5-fluorophenyl)acrylate CN(C1=CC=C(C=C1)C1=CC=C(C=C1)C(N(C(=O)C1CCCCC1)C=1C=C(C=C(C1)F)/C=C/C(=O)OC)[2H])C